C(C=C)(=O)[C].[Cu].[Ni] nickel-copper alloyl-carbon